BrC1=CC=C2C(NN=C(C2=C1)CC=1C=CC(=C(C(=O)OC)C1)F)=O methyl 5-((7-bromo-4-oxo-3,4-dihydrophthalazin-1-yl)methyl)-2-fluorobenzoate